C1(=CC=CC=C1)C=1C(=NOC1)C1CC1 phenylcyclopropyl-isoxazole